BrC1=CC=CC(=N1)N1CCC(C1)C N-(6-bromopyridin-2-yl)-4-methylpyrrolidine